1-(2-(4-((2,4-difluorophenyl)difluoromethyl)piperidin-1-yl)-3-(1-methyl-1H-pyrazol-4-yl)-7,8-dihydropyrido[3,4-b]pyrazin-6(5H)-yl)ethan-1-one FC1=C(C=CC(=C1)F)C(C1CCN(CC1)C=1N=C2C(=NC1C=1C=NN(C1)C)CN(CC2)C(C)=O)(F)F